C(C1=CC=CC=C1)OC(=O)[C@@H]1CCC=2N1C(C(=NC2Cl)N[C@H](CCC)C2=CC=CC=C2)=O.FC(F)(F)S(=O)[O-].[Li+] lithium trifluoromethyl-sulfinate benzyl-(S)-1-chloro-4-oxo-3-(((R)-1-phenylbutyl)amino)-4,6,7,8-tetrahydropyrrolo[1,2-a]pyrazine-6-carboxylate